Cl.O=C1N(C2=C(N1C=1C=C(C=CC1)C[C@H](C(=O)O)[C@@H]1CNCC1)C=CC(=C2)N2CCNCC2)C=2C=C(C=CC2)C[C@H](C(=O)O)[C@@H]2CNCC2 (2S,2'S)-3,3'-((2-oxo-5-(piperazine-1-yl)-1H-benzo[d]imidazole-1,3(2H)-diyl)bis(3,1-phenylene))bis(2-((R)-pyrrolidin-3-yl)propionic acid) hydrochloride